Prop-2-ynyl-dimethyl-ammonium C(C#C)[NH+](C)C